C(C)(C)C1=C(OC=2C(=NC(=NC2)NCCOC)N)C=C(C(=C1)OC)S(=O)(=O)C 5-(2-Isopropyl-5-methanesulfonyl-4-methoxy-phenoxy)-N2-(2-methoxy-ethyl)-pyrimidine-2,4-diamine